Ethyl p-(8-chloro-1-hydroxy-1,2-dihydro-2,3,7-triaza-1-bora-2-naphthyl)benzoate ClC=1N=CC=C2C=NN(B(C12)O)C1=CC=C(C(=O)OCC)C=C1